C1(=CC=C(C=C1)C1OC=C(N=N1)C1=CC=C(C=C1)C(C)(C)C)C1=CC=CC=C1 2-(4-biphenylyl)-5-(4-tert-butylphenyl)-1,3,4-oxadiazine